BrC1=CC(=NC=C1)C(CF)(C)O[Si](C)(C)C(C)(C)C 4-bromo-2-(2-((tert-butyldimethylsilyl)oxy)-1-fluoropropan-2-yl)pyridine